NC1=CC2=C(S1)C(=CC=C2C2=C(C=C1C(=NC(=NC1=C2F)OC[C@]21CCCN1C[C@@H](C2)F)N2CCOCC(C2)(C)O)F)F 2-amino-4-(6,8-difluoro-2-(((2R,7aS)-2-fluorotetrahydro-1H-pyrrolizine-7a(5H)-yl)methoxy)-4-(6-hydroxy-6-methyl-1,4-oxazepan-4-yl)quinazolin-7-yl)-7-fluorobenzo[b]thiophene